(R)-N-(5-fluoro-6-(4-(2-methyl-1,1-dioxidotetrahydrothiophen-2-yl)-1H-imidazol-1-yl)pyridin-3-yl)-2-(6-(trifluoromethyl)pyridin-2-yl)acetamide FC=1C=C(C=NC1N1C=NC(=C1)[C@@]1(S(CCC1)(=O)=O)C)NC(CC1=NC(=CC=C1)C(F)(F)F)=O